C(C)OC(=O)C=1N=C2N(C=C(C=C2)Br)C1 6-bromo-imidazo[1,2-a]pyridine-2-carboxylic acid ethyl ester